NC1=NC2=CC(=CC=C2C=C1F)N[C@H]1CC[C@]2([C@@H]1O[C@H]([C@@H]2O)N2C=CC1=C2N=CN=C1C)O (2R,3R,3aS,6S,6aR)-6-(2-amino-3-fluoroquinolin-7-yl)amino-2-(4-methyl-7H-pyrrolo[2,3-d]pyrimidin-7-yl)hexahydro-3aH-cyclopenta[b]furan-3,3a-diol